COCC=1C=CC2=C(N=C(O2)C2(CCN(CC2)C2=C(C(N(C3=CC=CC=C23)C)=O)C(=O)N)C)C1 4-{4-[5-(methoxymethyl)-1,3-benzooxazol-2-yl]-4-methylpiperidin-1-yl}-1-methyl-2-oxo-1,2-dihydroquinoline-3-carboxamide